ClC1=C(C(=O)NC(=O)NC2=C(C=C(C(=C2)F)Br)F)C(=CC=C1)Cl N-(2,6-dichlorobenzoyl)-N'-(2,5-difluoro-4-bromophenyl)urea